5-bromo-3-iodo-2-methyl-1H-pyrrolo[2,3-b]pyridine BrC=1C=C2C(=NC1)NC(=C2I)C